2,7-Dibromo-9,9-dihexylfluorene BrC1=CC=2C(C3=CC(=CC=C3C2C=C1)Br)(CCCCCC)CCCCCC